ethyl-(E,Z)-2,4-decadien C(C)C\C=C\C=C/CCCCC